C(C1=CC=CC=C1)OC(=O)N[C@H](CCCCNC(=O)OC(C)(C)C)C(=O)O N2-((benzyloxy)carbonyl)-N6-(tert-butoxycarbonyl)-D-lysine